4-(2-(2-Aminopyridin-3-yl)-5-(tetrahydro-2H-pyran-4-yl)-3H-imidazo[4,5-b]pyridin-2-yl)pyridin-2-amine NC1=NC=CC=C1C1(NC=2C(=NC(=CC2)C2CCOCC2)N1)C1=CC(=NC=C1)N